FCCOCCOCCOC1=CC=C(C(=O)NC2=CC=C(C=C2)N2CCN(CC2)C=2SC=CN2)C=C1 4-[2-[2-(2-Fluoroethoxy)ethoxy]ethoxy]-N-[4-(4-thiazol-2-ylpiperazin-1-yl)phenyl]benzamid